4-(6-(((7-methoxy-3-(5-methylisoxazol-3-yl)-[1,2,4]triazolo[4,3-b]pyridazin-6-yl)oxy)methyl)pyridazin-3-yl)-1-(4-methoxybenzyl)piperazin-2-one COC1=CC=2N(N=C1OCC1=CC=C(N=N1)N1CC(N(CC1)CC1=CC=C(C=C1)OC)=O)C(=NN2)C2=NOC(=C2)C